3-(3-(3,4-bis(2-methoxyethoxy)phenoxy)azetidin-1-yl)-2-(1H-pyrrol-1-yl)benzoic acid COCCOC=1C=C(OC2CN(C2)C=2C(=C(C(=O)O)C=CC2)N2C=CC=C2)C=CC1OCCOC